N-[5-(but-2-yl)-1,3,4-thiadiazol-2-yl]sulfonamide sodium [Na].CC(CC)C1=NN=C(S1)NS(=O)=O